methyl 4-((4-(2-(2-aminopyridin-3-yl)-5-phenyl-3H-imidazo[4,5-b]pyridin-3-yl)benzyl)(2,2,2-trifluoroethyl)amino)cyclohexane-1-carboxylate NC1=NC=CC=C1C1=NC=2C(=NC(=CC2)C2=CC=CC=C2)N1C1=CC=C(CN(C2CCC(CC2)C(=O)OC)CC(F)(F)F)C=C1